NC1=NC=CC=C1CNC=1C2=C(N=C(N1)OCC13CCCN3CCC1)CN(CC2)C2=CC=CC1=CC=CC(=C21)CC N-((2-aminopyridin-3-yl)methyl)-7-(8-ethylnaphthalen-1-yl)-2-((hexahydro-1H-pyrrolizin-7a-yl)methoxy)-5,6,7,8-tetrahydropyrido[3,4-d]pyrimidin-4-amine